5-(3,5-dimethylisoxazol-4-yl)pyridine CC1=NOC(=C1C=1C=CC=NC1)C